5-nitroguaiacol sodium salt [Na].[N+](=O)([O-])C1=CC=C(C(=C1)OC)O